2-methyl-4,5-dihydro-1H-imidazole CC=1NCCN1